ClC1=C(C=C(C=C1)C1=NN(C(=N1)CC(=O)N[C@H]1CCC2=CC=CC=C12)CC)F 2-[3-(4-Chloro-3-fluorophenyl)-1-ethyl-1H-1,2,4-triazol-5-yl]-N-[(1S)-2,3-dihydro-1H-inden-1-yl]acetamid